CC1=CN=CC=2C=CC3=C(C12)C=CC=C3 methyl-benzo[f]isoquinoline